NCCS L-2-aminoethanethiol